C(CCCCCCCCCCCCCCC)N1CC=CC=C1 N-hexadecyl-pyridine